N-(2,2-difluoroethyl)-6-fluoro-1-methyl-N-(2-((1-methylcyclopropyl)ethynyl)pyridin-4-yl)-1H-[1,2,3]triazolo[4,5-c][2,6]naphthyridin-5-amine FC(CN(C1=NC2=C(C=3C=NC=C(C13)F)N(N=N2)C)C2=CC(=NC=C2)C#CC2(CC2)C)F